6-(4,4,5,5-tetramethyl-1,3,2-dioxaborolan-2-yl)hexanoic acid tert-butyl ester C(C)(C)(C)OC(CCCCCB1OC(C(O1)(C)C)(C)C)=O